CCOP(=O)(NC(C)C)OC1=CC(=C(C=C1)SC)C The molecule is a phosphoramidate ester, an organophosphate insecticide and an organophosphate nematicide. It has a role as an EC 3.1.1.7 (acetylcholinesterase) inhibitor, an agrochemical and an acaricide. It derives from a 4-(methylsulfanyl)-m-cresol.